C1(CC1)C1=CC(=CC(=N1)NC(=O)[C@]12[C@H]3C[C@@H]([C@@H]([C@@]2(C1)C1=CC(=NC=C1)F)O3)O)C(F)(F)F |r| rac-(1R,2R,4S,5R,6S)-N-(6-cyclopropyl-4-(trifluoromethyl)pyridin-2-yl)-4-(2-fluoropyridin-4-yl)-6-hydroxy-8-oxatricyclo[3.2.1.02,4]octane-2-carboxamide